C(C)(C)(C)OC(=O)N1[C@@H](CC(CC1)NC1(CC1)C)C1=CC=CC=C1 (2S)-4-((1-methylcyclopropyl)amino)-2-phenylpiperidine-1-carboxylic acid tert-butyl ester